(Z)-methyl 4-(hex-3-en-1-yloxy)-2-hydroxy-3,6-dimethylbenzoate C(C\C=C/CC)OC1=C(C(=C(C(=O)OC)C(=C1)C)O)C